NC=1SC(=CN1)N1C[C@H](N(CC1)C(=O)OC(C)(C)C)C tert-butyl (2R)-4-(2-aminothiazol-5-yl)-2-methyl-piperazine-1-carboxylate